4-(2-chloro-6-fluorophenylmethyl)-6-(4-fluorophenylethoxy)-2H-benzo[b][1,4]Thiazine ClC1=C(C(=CC=C1)F)CN1C2=C(SCC1)C=CC(=C2)OCCC2=CC=C(C=C2)F